3,3-Difluoro-cyclobutanecarboxylic acid {(S)-1-(3-chloro-phenyl)-3-[5-(4,6-dimethyl-pyrimidine-5-carbonyl)-hexahydro-pyrrolo[3,4-c]pyrrol-2-yl]-propyl}-amide ClC=1C=C(C=CC1)[C@H](CCN1CC2CN(CC2C1)C(=O)C=1C(=NC=NC1C)C)NC(=O)C1CC(C1)(F)F